N-[(6-amino-2-pyridyl)sulfonyl]-2-[(2S,5R)-2,5-dimethylpyrrolidin-1-yl]-6-[6-[isobutyl(methyl)amino]-3-pyridyl]pyridine-3-carboxamide NC1=CC=CC(=N1)S(=O)(=O)NC(=O)C=1C(=NC(=CC1)C=1C=NC(=CC1)N(C)CC(C)C)N1[C@H](CC[C@H]1C)C